tert-butyl (2S,6R)-4-(2-hydroxyethoxy)-2,6-dimethyl-piperidine-1-carboxylate OCCOC1C[C@@H](N([C@@H](C1)C)C(=O)OC(C)(C)C)C